BrC1=NN(C=C1)C1=NC=CC=C1Cl 3-bromo-1-(3-chloropyridine-2-yl)-1H-pyrazole